(2-bromophenyl-3,4,5,6-d4)boronic acid BrC1=C(C(=C(C(=C1[2H])[2H])[2H])[2H])B(O)O